spiro[3.3]heptan-2-ylmethylamine hydrochloride Cl.C1C(CC12CCC2)CN